BrC1=C2CC(N(C2=CC=C1C)CC)=O 4-bromo-1-ethyl-5-methylindolin-2-one